2-[2,6-dichloro-4-(methylthio)phenyl]-5-isobutyryloxy-6-isopropyl-4-[3-(trifluoromethyl)-1H-pyrazol-1-yl]pyridazin-3(2H)-one ClC1=C(C(=CC(=C1)SC)Cl)N1N=C(C(=C(C1=O)N1N=C(C=C1)C(F)(F)F)OC(C(C)C)=O)C(C)C